2-[(S)-benzyloxycarbonylamino(4,4-difluorocyclohexyl)methyl]-6-chloro-imidazo[1,2-b]Pyridazine C(C1=CC=CC=C1)OC(=O)N[C@H](C=1N=C2N(N=C(C=C2)Cl)C1)C1CCC(CC1)(F)F